{4-[6-amino-5-(2-chloro-6-fluoro-benzyloxy)-pyridin-3-yl]-phenyl}-[(3S)-3-amino-pyrrolidin-1-yl]-methanone NC1=C(C=C(C=N1)C1=CC=C(C=C1)C(=O)N1C[C@H](CC1)N)OCC1=C(C=CC=C1F)Cl